N-(pyridin-2-yl)-4-(thiazol-5-yl)pyrimidin-2-amine N1=C(C=CC=C1)NC1=NC=CC(=N1)C1=CN=CS1